[8-ethyl-7-fluoro-3-(4,4,5,5-tetramethyl-1,3,2-dioxaborolan-2-yl)-1-naphthyl] 2,2-dimethylpropanoate CC(C(=O)OC1=CC(=CC2=CC=C(C(=C12)CC)F)B1OC(C(O1)(C)C)(C)C)(C)C